N1(CCC1)C1=CC2=C(C=C(O2)C(=O)NS(=O)(=O)C2=C(C=CC=C2)C2=NOCCO2)C(=C1)F 6-(Azetidin-1-yl)-N-[2-(5,6-dihydro-1,4,2-dioxazin-3-yl)benzene-1-sulfonyl]-4-fluoro-1-benzofuran-2-carboxamide